BrP(C1=CC=CC=C1)(C1=CC=CC=C1)(C1=CC=CC=C1)CC1=CN=C(O1)C(=O)OC methyl 5-((bromotriphenyl-λ5-phosphaneyl)methyl)oxazole-2-carboxylate